CC(C(=O)C1=CC=C(C=C1)N1CCOCC1)(CC)N 2-methyl-2-amino(4-morpholinophenyl)butan-1-one